tetramethylammonium chloride choline fluoride [F-].OCC[N+](C)(C)C.[Cl-].C[N+](C)(C)C